C1(=CC=CC=C1)SC1=CC=C(C=C1)C(C(CC)=NO)=O 1-(4-phenylsulfanyl-phenyl)-butane-1,2-dione 2-oxime